BrC1=CC=C(COC2=NN=C(S2)N)C=C1 5-((4-bromobenzyl)-oxy)-1,3,4-thiadiazol-2-amine